FC1=C2C(N(C=NC2=CC(=C1)C=1N=C2N(C=CN=C2C)C1)C1CCN(CC1)C(=O)OC(C)(C)C)=O tert-butyl 4-(5-fluoro-7-{8-methylimidazo[1,2-a]pyrazin-2-yl}-4-oxoquinazolin-3-yl)piperidine-1-carboxylate